3-[(2S)-2-[(tert-butoxycarbonyl)amino]-3-methoxy-3-oxopropyl]-5-fluoro-2-[(4-methoxyphenyl)methoxy]phenylboronic acid C(C)(C)(C)OC(=O)N[C@@H](CC=1C(=C(C=C(C1)F)B(O)O)OCC1=CC=C(C=C1)OC)C(=O)OC